6-(1,3-benzothiazol-6-yl)-N-[(1S)-1-[3-(6-fluoro-5-methylpyridin-3-yl)phenyl]ethyl]-2-methylpyrimidin S1C=NC2=C1C=C(C=C2)C2=CC=NC(N2[C@@H](C)C2=CC(=CC=C2)C=2C=NC(=C(C2)C)F)C